O.[Sn](O)(O)(O)O tin hydroxide hydrate